COC=1C=C(C=CC1)C1=CC(=NN1CC1=C(C=CC=C1)OC)COC(C(=O)O)(C)C 2-([5-(3-Methoxyphenyl)-1-[(2-methoxyphenyl)methyl]1H-pyrazol-3-yl]methoxy)-2-methylpropanoic acid